C(C=C)(=O)N1CCN(CC1)CCC N-acryloyl-N'-propylpiperazine